NCC(C1=CC(=CC=C1)Cl)NC(=O)C1=CN(C=C1)C1=NC(=NC=C1C)NC1=C(C=C(C=C1)F)Cl N-(2-amino-1-(3-chloro-phenyl)ethyl)-1-(2-((2-chloro-4-fluorophenyl)amino)-5-methyl-pyrimidin-4-yl)-1H-pyrrole-3-carboxamide